ClC1=NC=C(C=2C1=NC(N2)=O)C#N 4-Chloro-2-oxoimidazo[4,5-c]pyridine-7-carbonitrile